C(C)C1(C=C2C(=NC(C=C2)(C(=O)[O-])C)N1)C(=O)[O-] 2-ethyl-6-methyl-1H-pyrrolo[2,3-b]Pyridine-2,6-dicarboxylate